(3S)-1,2-bis(tert-butoxycarbonyl)-1,2-diazinane-3-carboxylic acid C(C)(C)(C)OC(=O)N1N([C@@H](CCC1)C(=O)O)C(=O)OC(C)(C)C